1-cyclopropyl-N-(2-{3-[(4-methanesulfonyl-2-methoxyphenyl)amino]prop-1-yn-1-yl}-3-(2,2,2-trifluoroethyl)imidazo[1,2-a]pyridin-8-yl)piperidin-4-amine C1(CC1)N1CCC(CC1)NC=1C=2N(C=CC1)C(=C(N2)C#CCNC2=C(C=C(C=C2)S(=O)(=O)C)OC)CC(F)(F)F